Cl.N[C@H](C=1NC(C2=C(N1)C=C(S2)C2=C(C=NC=C2)F)=O)C2CC2 (S)-2-(amino(cyclopropyl)methyl)-6-(3-fluoropyridin-4-yl)thieno[3,2-d]pyrimidin-4(3H)-one hydrochloride